C1=NC=C(C2=CC=CC=C12)N1C(N(C[C@H]1C#N)C1=CC(N(C=C1)C)=O)=O (S)-3-(isoquinolin-4-yl)-1-(1-methyl-2-oxo-1,2-dihydropyridin-4-yl)-2-oxoimidazoline-4-carbonitrile